N-(4-morpholinophenyl)-1H-indazole-3-carboxamide O1CCN(CC1)C1=CC=C(C=C1)NC(=O)C1=NNC2=CC=CC=C12